C[Si](CCOCN1N=CC2=CC(=CC=C12)C(=O)OC)(C)C methyl 1-((2-(trimethylsilyl) ethoxy) methyl)-1H-indazole-5-carboxylate